(2R)-2-(6-{5-chloro-2-[(oxetan-3-yl)amino]pyrimidin-4-yl}-1-oxo-2,3-dihydro-1H-isoindol-2-yl)-N-[(1S)-2-hydroxy-1-[6-(4-methylpiperazin-1-yl)pyridin-2-yl]ethyl]propanamide ClC=1C(=NC(=NC1)NC1COC1)C1=CC=C2CN(C(C2=C1)=O)[C@@H](C(=O)N[C@H](CO)C1=NC(=CC=C1)N1CCN(CC1)C)C